3-chloro-3-(pyridin-3-yl)acrylonitrile ClC(=CC#N)C=1C=NC=CC1